OCC1(CCN(CC1)C(=O)[O-])C 4-(hydroxymethyl)-4-methylpiperidine-1-carboxylate